tert-butyl 5-amino-4-(5-(4-bromo-2-fluorophenyl)-2-oxooxazol-3(2H)-yl)-5-oxopentanoate NC(C(CCC(=O)OC(C)(C)C)N1C(OC(=C1)C1=C(C=C(C=C1)Br)F)=O)=O